(E)-N,2-dimethylundecane-1-imine oxide C\[N+](=C/C(CCCCCCCCC)C)\[O-]